2-chloro-6,7-dihydro-5H-cyclopenta[b]pyridin-7-yl acetate C(C)(=O)OC1CCC=2C1=NC(=CC2)Cl